N-benzalaniline C(C1=CC=CC=C1)=NC1=CC=CC=C1